4-(cyclobut-1-en-1-yl)-1,2,5-oxadiazole-3-carboxylic acid C1(=CCC1)C=1C(=NON1)C(=O)O